5-cyano-1-(2-trimethylsilylethoxymethyl)pyrazole-4-carboxamide Ethyl-(4E)-3,3-dimethyl-4-[3-(3-methylphenyl)prop-2-yn-1-ylidene]piperidine-1-carboxylate C(C)OC(=O)N1CC(/C(/CC1)=C/C#CC1=CC(=CC=C1)C)(C)C.C(#N)C1=C(C=NN1COCC[Si](C)(C)C)C(=O)N